COC1=C(CNC2C[C@H](C3=CC=CC=C23)NC2=CC=C(C=N2)N2C(C=CC=C2)=O)C=CC(=C1)OC 6'-(((1R)-3-((2,4-dimethoxybenzyl)amino)-2,3-dihydro-1H-inden-1-yl)amino)-2H-[1,3'-bipyridin]-2-one